3-((tert-Butyloxycarbonyl)(methyl)amino)propionic acid C(C)(C)(C)OC(=O)N(CCC(=O)O)C